1-(bromomethyl)-3-fluoro-4-methoxy-5-nitro-benzene BrCC1=CC(=C(C(=C1)[N+](=O)[O-])OC)F